ClC1CN(CCC1C1=C(C=C(C(=C1)OC1CC1)[N+](=O)[O-])C)C 3-chloro-4-(5-cyclopropoxy-2-methyl-4-nitrophenyl)-1-methylpiperidine